5-(3-(ethylsulfonyl)-6-(methylthio)pyridin-2-yl)-2-(trifluoromethyl)pyrazole C(C)S(=O)(=O)C=1C(=NC(=CC1)SC)C=1C=CN(N1)C(F)(F)F